2-chloro-N-[2-(3,5-dichloro-2-hydroxyphenyl)-1-methylbenzo[d]imidazol-5-yl]acetamide Ethyl-5-carbamoyl-4-methyl-2-(5-nitrofuran-2-carboxamido)thiophene-3-carboxylate C(C)OC(=O)C1=C(SC(=C1C)C(N)=O)NC(=O)C=1OC(=CC1)[N+](=O)[O-].ClCC(=O)NC1=CC2=C(N(C(=N2)C2=C(C(=CC(=C2)Cl)Cl)O)C)C=C1